C1OCC2=C1C=CC=C2S(=O)(=O)NC=2C(=C(C(=CC2)F)C2=CC=C1C(=NNC1=C2F)C(=O)NC)F 6-[3-(1,3-dihydro-2-benzofuran-4-sulfonamido)-2,6-difluorophenyl]-7-fluoro-N-methyl-1H-indazole-3-carboxamide